6-(trifluoromethyl)pyridineformamidine HCl Cl.FC(C1=CC=CC(=N1)C(=N)N)(F)F